isopropyl 3-carbonyl-4-(2,4,5-trifluorophenyl)-butyrate C(=O)=C(CC(=O)OC(C)C)CC1=C(C=C(C(=C1)F)F)F